C(C)(C)(C)OC(NC1=NN(C(CC1)=O)C)=O (1-methyl-6-oxo-1,4,5,6-tetrahydropyridazin-3-yl)carbamic acid tert-butyl ester